3-chloropropylmethyl-diisopropyloxysilane ClCCC[Si](OC(C)C)(OC(C)C)C